OC1=C(C=O)C=C(C(=C1)O)OC 2,4-dihydroxy-5-methoxybenzaldehyde